N-(5-((6-(3-(3-([1,2,4]triazolo-[1,5-a]pyridin-6-yl)phenyl)isoxazolidin-2-yl)pyrimidin-4-yl)amino)-4-methoxy-2-(4-methylpiperazin-1-yl)phenyl)-acrylamide N=1C=NN2C1C=CC(=C2)C=2C=C(C=CC2)C2N(OCC2)C2=CC(=NC=N2)NC=2C(=CC(=C(C2)NC(C=C)=O)N2CCN(CC2)C)OC